Diethoxybarium C(C)O[Ba]OCC